Methyl (2S,4S)-1-((4-((2-chloro-[1,1'-biphenyl]-3-yl) amino) thiazolo[4,5-c]pyridin-2-yl) methyl)-4-hydroxypyrrolidine-2-carboxylate ClC1=C(C=CC=C1NC1=NC=CC2=C1N=C(S2)CN2[C@@H](C[C@@H](C2)O)C(=O)OC)C2=CC=CC=C2